BrC1=CC=CC2=CC=CC(=C12)C(F)(F)F 1-bromo-8-(trifluoromethyl)naphthalene